C(C1=CC=CC=C1)N(C1=CC=CC(=N1)S(=O)(=O)NC(=O)C=1C(=NC=CC1)N1C(CC(C1)C)(C)C)C N-[[6-[Benzyl(methyl)amino]-2-pyridyl]sulfonyl]-2-(2,2,4-trimethylpyrrolidin-1-yl)pyridin-3-carboxamid